tert-butyl 4-((2-(3-((tert-butoxycarbonyl)(2-methoxy-4-(methylsulfonyl)phenyl)amino)prop-1-yn-1-yl)-1-propyl-1H-indol-4-yl)amino)-3-fluoropiperidine-1-carboxylate C(C)(C)(C)OC(=O)N(CC#CC=1N(C2=CC=CC(=C2C1)NC1C(CN(CC1)C(=O)OC(C)(C)C)F)CCC)C1=C(C=C(C=C1)S(=O)(=O)C)OC